C(CCCCCCCCCCCCC)CCCCCCCCCCCCCCCCCCCCCCO myristyl-behenyl alcohol